[Au].C(C1=CC=CO1)=O Furfural gold